C(C)C1(COC(OC1)(C)C)CCS(=O)(=O)O (5-ethyl-2,2'-dimethyl-1,3-dioxan-5-yl)methylmethanesulfonic acid